OCCC[C@H](CSC)NC(OC(C)(C)C)=O tert-Butyl (R)-(5-hydroxy-1-(methylthio)pentan-2-yl)carbamate